FC12CC(C1)(C2)C(=O)N(C)OC 3-Fluoro-N-methoxy-N-methyl-bicyclo[1.1.1]pentane-1-carboxamide